N(=[N+]=[N-])C1C(N(C=2N(CCC1)N=C(C2)C2CC2)C)=O 6-azido-2-cyclopropyl-4-methyl-6,7,8,9-tetrahydropyrazolo[1,5-a][1,3]diazocine-5(4H)-one